NC=1N=C(C2=C(C=NN(C2=O)CC2=CC=C(C=C2)C(=O)N2CCN(CC2)C)N1)N[C@H](C)CCC (R)-2-amino-6-(4-(4-methylpiperazine-1-carbonyl)benzyl)-4-(pentan-2-ylamino)pyrimido[4,5-d]pyridazin-5(6H)-one